1,3-diheptadecylimidazolium C(CCCCCCCCCCCCCCCC)N1C=[N+](C=C1)CCCCCCCCCCCCCCCCC